N-[(4-cyclopropyl-3-fluorophenyl)(2-oxo-2,3-dihydro-1,3-benzoxazol-7-yl)methyl]-1-(2-acetamido-acetyl)pyrrolidine-2-carboxamide C1(CC1)C1=C(C=C(C=C1)C(NC(=O)C1N(CCC1)C(CNC(C)=O)=O)C1=CC=CC=2NC(OC21)=O)F